1-(1-Methyl-1H-pyrazolo[3,4-d]pyrimidin-4-yl)-N-(3-(pyridin-4-yl)propyl)piperidin-4-amine CN1N=CC=2C1=NC=NC2N2CCC(CC2)NCCCC2=CC=NC=C2